ClC1=CC(N(C=C1)C[C@]1(CCN(CC12CCCC2)C(=O)OC(C)(C)C)O)=O tert-butyl (R)-10-((4-chloro-2-oxopyridin-1(2H)-yl)methyl)-10-hydroxy-7-azaspiro[4.5]decane-7-carboxylate